2-((E)-((E)-4-((E)-3-(4-bromophenyl)acryloyloxy)benzylidene)amino)-3-methylpentanoic acid BrC1=CC=C(C=C1)/C=C/C(=O)OC1=CC=C(\C=N\C(C(=O)O)C(CC)C)C=C1